4,4,5,5-tetramethyl-2-(4-(3-methyloxetan-3-yl)phenyl)-1,3,2-dioxaborolane CC1(OB(OC1(C)C)C1=CC=C(C=C1)C1(COC1)C)C